NC=1C=C(C=C(C1)Cl)CCOCCOCCOCCOCCOCCOCCOCCOCCNC(OC(C)(C)C)=O tert-butyl N-[2-[2-[2-[2-[2-[2-[2-[2-[2-(3-amino-5-chloro-phenyl)ethoxy]ethoxy]ethoxy]ethoxy]ethoxy]ethoxy]ethoxy]ethoxy] ethyl]carbamate